7-amino-2-(4-methoxybenzyl)-3-oxo-1-(o-tolyl)isoindoline-5-carboxylic acid methyl ester COC(=O)C=1C=C2C(N(C(C2=C(C1)N)C1=C(C=CC=C1)C)CC1=CC=C(C=C1)OC)=O